ClC=1C=CC(=C(C1)C1=CC(=NC=C1C(=O)NC=1SC2=C(N=CN(C2=O)C2CC2)N1)N1C(C=C(C=C1)C)=O)OC 4'-(5-chloro-2-methoxyphenyl)-N-(6-cyclopropyl-7-oxo-6,7-dihydrothiazolo[4,5-d]pyrimidin-2-yl)-4-methyl-2-oxo-2H-[1,2'-bipyridine]-5'-carboxamide